CC1=CC(NC2=CC=C(C=C12)CC(=O)N1CCC(CC1)CC(C(=O)NC)NC(OCC1C2=CC=CC=C2C=2C=CC=CC12)=O)=O (9H-fluoren-9-yl)methyl (3-(1-(2-(4-methyl-2-oxo-1,2-dihydroquinolin-6-yl)acetyl)piperidin-4-yl)-1-(methylamino)-1-oxopropan-2-yl)carbamate